6-Sulfanyl-L-norleucine SCCCC[C@H](N)C(=O)O